4,6-diamino-2-pyrimidone NC1=NC(NC(=C1)N)=O